C(C)(=O)NCCCCC(=O)O.ClC1=C(C=CC=C1)CS(=O)(=O)NC1=CC=C(C=C1)N1C2=C(NC(CC1=O)=O)C1=CC=CC=C1C=C2 1-(2-chlorophenyl)-N-[4-(2,4-dioxo-1,2,3,4-tetrahydronaphtho[1,2-b][1,4]diazepin-5-yl)phenyl]methanesulfonamide 5-Acetamidovalerate